C(C1=CC=CC=C1)N1C[C@@H](CCC1)NC1=NN=C(C=2N1N=CC2)C2=C(C=C(C=C2)C(F)(F)F)OCOC (R)-N-(1-benzylpiperidin-3-yl)-4-(2-(methoxymethoxy)-4-(trifluoromethyl)phenyl)pyrazolo[1,5-d][1,2,4]triazin-7-amine